NC=1C=CC2=CC=CC=C2C1 3-Amino-naphthalin